N-(2-Aminoethyl)-5-(1-methyl-1H-pyrazol-3-yl)-6-[4-(trifluoromethyl)phenoxy]pyridine-3-carboxamide NCCNC(=O)C=1C=NC(=C(C1)C1=NN(C=C1)C)OC1=CC=C(C=C1)C(F)(F)F